tert-butyl (S)-2-(((S)-1-(4-methoxyphenyl)-2-((4-methoxyphenyl)amino)-2-oxoethyl)carbamoyl)pyrrolidine-1-carboxylate COC1=CC=C(C=C1)[C@@H](C(=O)NC1=CC=C(C=C1)OC)NC(=O)[C@H]1N(CCC1)C(=O)OC(C)(C)C